8-{4-(trifluoromethyl)phenoxy}chroman-3-amine FC(C1=CC=C(OC=2C=CC=C3CC(COC23)N)C=C1)(F)F